Cl[Fe](Cl)Cl.S(=O)(=O)(O)O.CN1C=NC=C1 3-methylimidazole hydrogen sulfate trichloroiron salt